BrC=1C(=C(C(=O)NCC(C(C)(C2=CC=C(C=C2)C(F)(F)F)O)(F)F)C(=CC1)C)F 3-bromo-N-(2,2-difluoro-3-hydroxy-3-(4-(trifluoromethyl)phenyl)butyl)-2-fluoro-6-methylbenzamide